1-(2,6-difluorobenzyl)-5-((dimethylamino)methyl)-6-(4-nitrophenyl)-3-(5-(oxetan-3-ylmethoxy)pyridin-2-yl)thieno[2,3-d]pyrimidine FC1=C(CN2CN(CC3=C2SC(=C3CN(C)C)C3=CC=C(C=C3)[N+](=O)[O-])C3=NC=C(C=C3)OCC3COC3)C(=CC=C1)F